N-butyl-1-(2,5-dichloropyrimidin-4-yl)piperidine-3-carboxamide C(CCC)NC(=O)C1CN(CCC1)C1=NC(=NC=C1Cl)Cl